N1[C@H](CC1)COC1=C(N(N=C1)C)C1=CC=2N(C=C1)N=C(C2)NC2=NC(=NC(=C2)C)C(F)(F)F 5-[4-[[(2R)-azetidin-2-yl]methoxy]-2-methyl-pyrazol-3-yl]-N-[6-methyl-2-(trifluoromethyl)pyrimidin-4-yl]pyrazolo[1,5-a]pyridin-2-amine